FC(OC1CC(C1)[C@H](C=1C=C(C=CC1)N1C(C2=CC(=CC(=C2C1)C(F)(F)F)CNC1(CCC1)C)=O)C1=NN=CN1C)F 2-(3-((R)-((1r,3R)-3-(difluoromethoxy)cyclobutyl)(4-methyl-4H-1,2,4-triazol-3-yl)methyl)phenyl)-6-(((1-methylcyclobutyl)amino)methyl)-4-(trifluoromethyl)isoindolin-1-one